9,9-bis(4-carboxyphenoxyphenyl)xanthene C(=O)(O)C1=CC=C(OC2=C(C=CC=C2)C2(C3=CC=CC=C3OC=3C=CC=CC23)C2=C(C=CC=C2)OC2=CC=C(C=C2)C(=O)O)C=C1